N1(CCC1)C(CC1=CC=C(C=C1)NC=1N=CC2=C(N1)CN(CC2)C2=C(C1=C(OCCN1)N=C2)C)=O 1-(azetidin-1-yl)-2-(4-((7-(8-methyl-2,3-dihydro-1H-pyrido[2,3-b][1,4]oxazin-7-yl)-5,6,7,8-tetrahydropyrido[3,4-d]pyrimidin-2-yl)amino)phenyl)ethan-1-one